C(C=C)(=O)O.C(C(O)C(O)C(=O)N)(=O)N tartaric acid diamide acrylate